C(CCC)SC(=S)SC(C(=O)O)C 2-(((Butylsulfanyl)thiocarbonyl)-thio)-propionic acid